ClC1=CC(=C(OCC=2C=NC=C(C#N)C2)C=C1O[C@@H]1CCC2=C(C=CC=C12)C1=C(C(=CC=C1)OC[C@@H]1CN(CCC1)C)Cl)CO 5-((4-Chloro-5-(((R)-4-(2-chloro-3-(((S)-1-methylpiperidin-3-yl)methoxy)phenyl)-2,3-dihydro-1H-inden-1-yl)oxy)-2-(hydroxymethyl)phenoxy)methyl)nicotinonitril